CC(CC(=O)[O-])C Z-3-methylbutyrate